1-[(2-methyl-1H-imidazol-1-yl)methyl]-4-phenylpyrrolidin-2-one CC=1N(C=CN1)CN1C(CC(C1)C1=CC=CC=C1)=O